6-(4-((6-(2,4-dioxotetrahydropyrimidin-1(2H)-yl)pyridazin-3-yl)methyl)piperazin-1-yl)-2-(4-phenoxyphenyl)nicotinamide O=C1N(CCC(N1)=O)C1=CC=C(N=N1)CN1CCN(CC1)C1=NC(=C(C(=O)N)C=C1)C1=CC=C(C=C1)OC1=CC=CC=C1